CC1(CO1)CCl β-Methylepichlorohydrin